tert-butyl 5-bromo-3-(2-methoxy-2-oxoethyl)-2,3-dihydro-1H-indole-1-carboxylate BrC=1C=C2C(CN(C2=CC1)C(=O)OC(C)(C)C)CC(=O)OC